3-benzyl-1-(trans-4-((4-(4-chloro-1-(difluoromethyl)-1H-pyrazol-3-yl)-5-(trifluoromethyl)pyrimidin-2-yl)amino)cyclohexyl)-1-(5-(2-methoxypyrimidin-5-yl)pyrazin-2-yl)urea C(C1=CC=CC=C1)NC(N(C1=NC=C(N=C1)C=1C=NC(=NC1)OC)[C@@H]1CC[C@H](CC1)NC1=NC=C(C(=N1)C1=NN(C=C1Cl)C(F)F)C(F)(F)F)=O